NC1=NC=CC=C1C1=NC=2C(=NC=CC2)N1C1=CC=C(CNC(C2=CN=CC(=C2)C#N)=O)C=C1 N-(4-(2-(2-Aminopyridin-3-yl)-3H-imidazo[4,5-b]pyridin-3-yl)benzyl)-5-cyanonicotinamide